7-cyclopentyl-2-(((3R,4R)-3-hydroxy-1-(methylsulfonyl)piperidin-4-yl)amino)-N,N-dimethyl-7H-pyrrolo[2,3-d]pyrimidine-6-carboxamide C1(CCCC1)N1C(=CC2=C1N=C(N=C2)N[C@H]2[C@@H](CN(CC2)S(=O)(=O)C)O)C(=O)N(C)C